CN(C)CC1=C(C(=O)OCC([C@H](C[C@H]2C(NCC2)=O)NC([C@@H](NC(=O)C=2NC3=CC=CC(=C3C2)OC)CC(C)C)=O)=O)C(=CC=C1)C (3S)-3-({N-[(4-methoxy-1H-indol-2-yl) carbonyl]-L-leucyl}amino)-2-oxo-4-[(3S)-2-oxopyrrolidin-3-yl]butyl 2-[(dimethylamino)methyl]-6-methylbenzoate